2-(3-Carbamoyl-5-(5,6,7,8-tetrahydronaphthalen-2-yl)-1H-indol-1-yl)acetic acid TFA salt OC(=O)C(F)(F)F.C(N)(=O)C1=CN(C2=CC=C(C=C12)C1=CC=2CCCCC2C=C1)CC(=O)O